2-(difluoromethyl)-5-(3-fluoro-4-((4-(4-fluoro-3-(4-methylpiperazin-1-yl)phenyl)-1H-1,2,3-triazol-1-yl)methyl)phenyl)-1,3,4-oxadiazole FC(C=1OC(=NN1)C1=CC(=C(C=C1)CN1N=NC(=C1)C1=CC(=C(C=C1)F)N1CCN(CC1)C)F)F